N-(5-cyano-4-((2-methoxyethyl)amino)pyridin-2-yl)-4-(2-(pyrrolidin-1-yl)acetamido)-7-formyl-3,4-dihydro-2,4-methylene-1,8-naphthyridine-1(2H)-carboxamide C(#N)C=1C(=CC(=NC1)NC(=O)N1C2CC(C3=CC=C(N=C13)C=O)(C2)NC(CN2CCCC2)=O)NCCOC